ClC=1N=C2C(=NC1NS(=O)(=O)C1CCOCC1)N(C(=N2)C2=NC(=CC=C2)OCC)C2=C(C=CC=C2OC)OC N-(5-Chloro-1-(2,6-dimethoxyphenyl)-2-(6-ethoxypyridin-2-yl)-1H-imidazo[4,5-b]pyrazin-6-yl)tetrahydro-2H-pyran-4-sulfonamide